N-Acetoxy-N-{3-[9-ethyl-6-(naphthalene-1-carbonyl)-9H-carbazol-3-yl]-1-methyl-3-acetoxyimino-propyl}-acetamide C(C)(=O)ON(C(C)=O)C(CC(=NOC(C)=O)C=1C=CC=2N(C3=CC=C(C=C3C2C1)C(=O)C1=CC=CC2=CC=CC=C12)CC)C